COCC(C)/C(/C(=O)O)=C/C(=O)O.CC1=NC2=CC=CC(=C2C(N1C1C(NC(CC1)=O)=O)=O)CCCCCCCCN1CCN(CC1)C1COC1 3-(2-Methyl-5-(8-(4-(oxetane-3-yl)piperazin-1-yl)octyl)-4-oxoquinazoline-3(4H)-yl)piperidine-2,6-dione 2-methoxy-1-methylethylmaleate